CN(C1=NC=2C(=N1)C1=CC=CC=C1C(C2C2=C(C=CC=C2)N2CCOCC2)=O)C 2-(dimethylamino)-4-[2-(morpholin-4-yl)phenyl]-5H-naphtho[1,2-d]imidazol-5-one